C(C)N1C=NC2=C1N=NC=C2C2=CC(=C(C=C2)F)C=2C(=CC1=C(SC(=C1C)C)C2)OC 7-Ethyl-4-(4-fluoro-3-(5-methoxy-2,3-dimethylbenzo[b]thiophen-6-yl)phenyl)-7H-imidazo[4,5-c]pyridazine